meglumine gadolinium benzate C(C1=CC=CC=C1)(=O)[O-].[Gd+3].N(C)C[C@H](O)[C@@H](O)[C@H](O)[C@H](O)CO.C(C1=CC=CC=C1)(=O)[O-].C(C1=CC=CC=C1)(=O)[O-]